benzyl 5'-fluoro-8'-hydroxy-6'-oxo-6',8'-dihydro-3'H-spiro[piperidine-4,2'-[1,4]dioxino[2,3-f]isobenzofuran]-1-carboxylate FC1=C2C(=CC=3C(OC(C13)=O)O)OC1(CO2)CCN(CC1)C(=O)OCC1=CC=CC=C1